BrC=1C=CC(=C(C(=O)NC2=C(C=C(C=C2)C(F)(F)F)Cl)C1)O 5-bromo-N-(2-chloro-4-(trifluoromethyl)phenyl)-2-hydroxybenzamide